N-[1-(3-chloro-2-fluoro-phenyl)ethyl]-3,3-difluoro-prop-2-en-1-amine ClC=1C(=C(C=CC1)C(C)NCC=C(F)F)F